FC1=C(C(=CC=C1)F)NC(C(=O)O)=O 2-((2,6-difluorophenyl)amino)-2-oxoacetic acid